N-(6-amino-5-ethyl-3-pyridyl)-2-[(2R,5S)-2-[6-[(3S)-3,4-dimethylpiperazin-1-Yl]-3-pyridyl]-5-methyl-1-piperidyl]-2-oxo-acetamide NC1=C(C=C(C=N1)NC(C(=O)N1[C@H](CC[C@@H](C1)C)C=1C=NC(=CC1)N1C[C@@H](N(CC1)C)C)=O)CC